1,1-dimethyl-2-cyanoethylcarbamate CC(CC#N)(C)NC([O-])=O